6-[3-(6-methyl-2-pyridyl)-1H-pyrazol-4-yl]-1,5-naphthyridine-4-carboxamide CC1=CC=CC(=N1)C1=NNC=C1C=1N=C2C(=CC=NC2=CC1)C(=O)N